C(C)(C)(C)OC(N(CC1=C(C2=C(N=CN2C)C(=C1)C1=CC=C(C=C1)OC(F)(F)F)C=C)C)=O tert-butyl-N-methyl-N-[[3-methyl-7-[4-(trifluoromethoxy)phenyl]-4-vinyl-benzimidazol-5-yl]methyl]carbamate